C(CCCCCCC(C)C)P(C1=CC=CC=C1)C1=CC=CC=C1 isodecyldiphenylphosphine